2-amino-N5-ethyl-N5-methylpentanediamide hydrochloride Cl.NC(C(=O)N)CCC(=O)N(C)CC